N-(2-((S)-2-(4-amino-3-chlorobenzamido)-3,3-dimethylbutanamido)-2-phenylacetamido)-N-(2-chloroacetyl)glycine NC1=C(C=C(C(=O)N[C@H](C(=O)NC(C(=O)NN(CC(=O)O)C(CCl)=O)C2=CC=CC=C2)C(C)(C)C)C=C1)Cl